C(C)(=O)C1=C(OCC(C(C)C)=O)C(=CC(=C1)F)F 1-(2-acetyl-4,6-difluorophenoxy)-3-methylbutan-2-one